CC1C(CN2[C@@H](CC[C@@]12C(=O)O)CF)=C.O1C(OC2=C1C=CC=C2)N[C@@H](C)C(=O)O benzo[d][1,3]dioxolyl-alanine methyl-(5S,7aS)-5-(fluoromethyl)-2-methylenetetrahydro-1H-pyrrolizine-7a(5H)-carboxylate